3-({[(1S)-6-[methyl(phenyl)amino]-1,2,3,4-tetrahydronaphthalen-1-yl]methyl}amino)pyridine-4-carboxylic acid CN(C=1C=C2CCC[C@@H](C2=CC1)CNC=1C=NC=CC1C(=O)O)C1=CC=CC=C1